COC1=C(C=CC(=C1)OC)C1=CN=C(N1)[C@H](CCCCCC(CC)=O)NC(=O)[C@H]1CC12CCN(CC2)CC (S)-N-((S)-1-(5-(2,4-Dimethoxyphenyl)-1H-imidazol-2-yl)-7-oxononyl)-6-ethyl-6-azaspiro[2.5]octan-1-carboxamid